3-aminocrotonic acid methoxyethyl ester COCCOC(\C=C(\C)/N)=O